C(C)OC1=CC(=NC=C1F)[C@H](C)N1C(C2=CC(=CC(=C2CC1)C1=CN(C(C(=C1C)F)=O)C)CN1C(=NC=C1)C)=O (S)-2-(1-(4-ethoxy-5-fluoropyridin-2-yl)ethyl)-5-(5-fluoro-1,4-dimethyl-6-oxo-1,6-dihydropyridin-3-yl)-7-((2-methyl-1H-imidazol-1-yl)methyl)-3,4-dihydroisoquinolin-1(2H)-one